(5-([1,1'-Biphenyl]-4-yloxy)-6-nitrobenzofuran-2-yl)methanol C1(=CC=C(C=C1)OC=1C(=CC2=C(C=C(O2)CO)C1)[N+](=O)[O-])C1=CC=CC=C1